2-methyl-4-(1-propionylindol-5-yl)-N-(pyridin-3-ylmethyl)benzamide CC1=C(C(=O)NCC=2C=NC=CC2)C=CC(=C1)C=1C=C2C=CN(C2=CC1)C(CC)=O